C(N)(=O)C=1C(=NN(C1NC1=CC=C(C=N1)C#CCCCCC(=O)O)COCC[Si](C)(C)C)C1=CC(=C(C=C1)NS(=O)(=O)C(F)F)O[C@@H](C)C1=CC=C(C=C1)F 7-[6-({4-carbamoyl-3-[4-(difluoromethanesulfonamido)-3-[(1S)-1-(4-fluorophenyl)ethoxy]phenyl]-1-{[2-(trimethylsilyl)ethoxy]methyl}-1H-pyrazol-5-yl}amino)pyridin-3-yl]hept-6-ynoic acid